(3S)-ethyl 3-(4'-cyclopropyl-2,4-difluoro-2',5,6'-trimethylbiphenyl-3-yl)-3-(2-(5-(3-(dimethylamino)propyl)-2-oxo-4-(trifluoromethyl)pyridin-1(2H)-yl)-4-methylpentanamido)propanoate C1(CC1)C1=CC(=C(C(=C1)C)C1=C(C(=C(C(=C1)C)F)[C@H](CC(=O)OCC)NC(C(CC(C)C)N1C(C=C(C(=C1)CCCN(C)C)C(F)(F)F)=O)=O)F)C